Methyl O-methyl-N-(2-((S)-5-oxo-1-(2,3,5-trifluorobenzyl)pyrrolidin-2-yl)acetyl)-N-(prop-2-yn-1-yl)-L-threoninate CO[C@@H]([C@H](N(CC#C)C(C[C@H]1N(C(CC1)=O)CC1=C(C(=CC(=C1)F)F)F)=O)C(=O)OC)C